(11R)-16-bromo-5-ethyl-11,26-dimethyl-7-oxa-4,5,13,20,22,26-hexaazapentacyclo[22.3.1.0^{2,6}.0^{13,21}.0^{14,19}]octacosa-1(28),2(6),3,14,16,18,20,24-octaene-23,27-dione BrC=1C=C2N3C[C@@H](CCCOC=4N(N=CC4C=4C(N(C=C(C(NC3=NC2=CC1)=O)C4)C)=O)CC)C